NC1=CC=C(C=C1)CCCC1=CC(=CC=C1)CCCC1=CC=C(C=C1)N 1,3-bis(4-aminophenylpropyl)benzene